S1(NCC(=CN1)C(=O)O)(=O)=O 3,6-dihydro-2H-1,2,6-thiadiazine-4-carboxylic acid 1,1-dioxide